COC(=O)[C@H]1[C@H](C1)CO |r| (±)-cis-2-(hydroxymethyl)cyclopropan-1-carboxylic acid methyl ester